tert-butyl (1-(2-(trifluoromethyl)benzyl)pyrrolidin-3-yl)carbamate FC(C1=C(CN2CC(CC2)NC(OC(C)(C)C)=O)C=CC=C1)(F)F